4-(4-Fluorophenyl)-1,2,3,4-tetrahydropyrido[3,4-b]pyrazine FC1=CC=C(C=C1)N1C2=C(NCC1)C=CN=C2